C(C)(=O)NC1=NC=CC(=C1)C1=C(N=C(N1COCC[Si](C)(C)C)SC)C=1C=CC(=C(C1)NC(C1=CC=CC=C1)=O)F N-(5-(5-(2-acetamidopyridin-4-yl)-2-(methylthio)-1-((2-(trimethylsilyl)ethoxy)methyl)-1H-imidazol-4-yl)-2-fluorophenyl)benzamide